N-(2-methoxy-5-(4-(8-((E)-4-oxopent-2-enoyl)-3,8-diazabicyclo[3.2.1]octan-3-yl)quinazolin-6-yl)pyridin-3-yl)-2,4-dimethyl-thiazole-5-sulfonamide COC1=NC=C(C=C1NS(=O)(=O)C1=C(N=C(S1)C)C)C=1C=C2C(=NC=NC2=CC1)N1CC2CCC(C1)N2C(\C=C\C(C)=O)=O